2-chloro-6-iodo-4-morpholino-7-(trifluoromethyl)furo[3,2-d]pyrimidine ClC=1N=C(C2=C(N1)C(=C(O2)I)C(F)(F)F)N2CCOCC2